N-(4-bromo-2-methylbenzyl)-4-(tert-butyl)benzamide BrC1=CC(=C(CNC(C2=CC=C(C=C2)C(C)(C)C)=O)C=C1)C